COC=1N=C2C(=CC=NC2=CC1OC)OC1=C(C=C(C=C1)NC(=O)C1=CN(C=C(C1=O)C1=CC=C(C=C1)F)C1=NN(C=C1)C)F N-[4-[(6,7-dimethoxy-1,5-naphthyridin-4-yl)oxy]-3-fluorophenyl]-5-(4-fluorophenyl)-1-(1-methylpyrazol-3-yl)-4-oxopyridine-3-carboxamide